(2,7-diazaspiro[3.5]non-2-yl)-6-(2-phenylethyl)quinazoline C1N(CC12CCNCC2)C2=NC1=CC=C(C=C1C=N2)CCC2=CC=CC=C2